S(=O)(=O)(C1=CC=C(C=C1)C1=CC(=CC=2C3=CC(=CC=C3NC12)C(C)(C)C)C(C)(C)C)C1=CC=C(C=C1)C1=CC(=CC=2C3=CC(=CC=C3NC12)C(C)(C)C)C(C)(C)C 9'-(sulfonylbis(4,1-phenylene))bis(3,6-di-tert-butyl-9H-carbazole)